OC=1C(C2=CC=CC(=C2C(C1CCCCCCCCCCCCCCCC)=O)S)=O 2-Hydroxy-3-n-hexadecyl-mercapto-1,4-naphthoquinone